FC1C=2N(C3=C(CC14OCCO4)C=CC=C3)C(=NN2)[C@@H]2CC[C@H](CC2)C(F)(F)F fluoro-1'-[trans-4-(trifluoromethyl)cyclohexyl]-4'H,6'H-spiro[1,3-dioxolan-2,5'-[1,2,4]triazolo[4,3-a][1]benzazepine]